C1(CCCCC1)C=1SC(=C(N1)C1=CC=CC=C1)OC1=CC(=NC=C1)NC1=NC=C(C(=O)N)C=C1 6-((4-((2-Cyclohexyl-4-phenylthiazol-5-yl)oxy)pyridin-2-yl)amino)nicotinamide